5-((oxo-2-phenyl-1λ3-ethylidene)amino)pentanamide O=C([C]=NCCCCC(=O)N)C1=CC=CC=C1